NC1=C(C=NN1C1=CC2=C(NC(=N2)C2CC2)C=C1)C(=O)N1C=CC2=CC=C(C=C12)C#N (5-amino-1-(2-cyclopropyl-1H-benzo[d]imidazol-5-yl)-1H-pyrazole-4-carbonyl)-1H-indole-6-carbonitrile